methyl 3-benzyl-5-fluoro-2-methyl-1,2,3,4-tetrahydroisoquinoline-7-carboxylate C(C1=CC=CC=C1)C1N(CC2=CC(=CC(=C2C1)F)C(=O)OC)C